C(C1=CC=CC=C1)OC1=NC(=CC=C1N1C(N(C2=C1C=CC(=C2)/C=C/C(=O)OC(C)(C)C)C)=O)OCC2=CC=CC=C2 tert-butyl (E)-3-[1-(2,6-dibenzyloxy-3-pyridyl)-3-methyl-2-oxo-benzimidazol-5-yl]prop-2-enoate